C(#N)C=1C=NN2C1C(=CC(=C2)C=2C=NN(C2)C)N2CCC(CC2)C(=O)O 1-(3-cyano-6-(1-methyl-1H-pyrazol-4-yl)pyrazolo[1,5-a]pyridin-4-yl)piperidine-4-carboxylic acid